benzyl 3-(3-methoxycarbonylphenyl)-4-methylpiperazine-1-carboxylate COC(=O)C=1C=C(C=CC1)C1CN(CCN1C)C(=O)OCC1=CC=CC=C1